C1=CC=CC(=C1)C=1C=CC=CC1 (S)-5,5-biphenyl